FC1=C(C(=O)O)C=C(C=C1C=1SC(=CN1)C)O[C@@H](C)[C@@H](C)O 2-fluoro-5-(((2S,3R)-3-hydroxybutan-2-yl)oxy)-3-(5-methylthiazol-2-yl)benzoic acid